BrC1=CSC2=C1C=C(C=C2)F 3-bromo-5-fluoro-benzothiophene